tert-butyl (8-cyano-6,12-dioxo-6,12-dihydroindolo[2,1-b]quinazolin-4-yl)(pyridin-2-yl)carbamate C(#N)C=1C=C2C(C3=NC4=C(C=CC=C4C(N3C2=CC1)=O)N(C(OC(C)(C)C)=O)C1=NC=CC=C1)=O